1-methyl-2-(morpholinomethyl)-1H-imidazol CN1C(=NC=C1)CN1CCOCC1